C(C)(C)(C)OC1=NC(=CC(=C1)C1=NC(=NC=C1)NC1=CC=CC=C1)Cl 4-[2-(tert-butoxy)-6-chloropyridin-4-yl]-N-phenylpyrimidin-2-amine